CC1=CC=C(C(=N1)O[C@@H](C)CCC=O)S(=O)(=O)N1[C@@H](CCC1)C(=O)OCCCC butyl ((6-methyl-2-(((S)-5-oxopentan-2-yl)oxy)pyridin-3-yl)sulfonyl)-L-prolinate